OC=1C=C(OCCOCCOCCOCCOCCOCCOCCOC2CCN(CC2)C(=O)OC(C)(C)C)C=CC1 tert-butyl 4-[2-[2-[2-[2-[2-[2-[2-(3-hydroxyphenoxy)ethoxy]ethoxy]ethoxy]ethoxy]ethoxy]ethoxy]ethoxy]piperidine-1-carboxylate